FC=1C=C(C=CC1F)NC(=O)NC1=C(C(=CC=C1)C(=O)C=1C=C2N=C(C=NC2=CC1)N1CCNCC1)F 1-(3,4-difluorophenyl)-3-(2-fluoro-3-(3-(piperazin-1-yl)quinoxaline-6-carbonyl)phenyl)urea